C(C)(C)C1=C(OC2=CC=C(C=C2)C=2NC=C(C2C#N)C2=CC=CC=C2)C(=CC=C1)C(C)C 2-[4-(2,6-Diisopropylphenoxy)phenyl]-4-phenyl-1H-pyrrole-3-carbonitrile